C(C)N(C=1C=C(C=C(C1)Cl)C(C)NF)CC 3-diethylamino-5-chloro-(α-phenylethylamino)fluoran